N1N=CC2=CC(=CC=C12)NC(=O)C1=C(NC=2N(C1C1=CC(=CC=C1)OC)N=C(C2)C(=O)OCC)C ethyl 6-((1H-indazol-5-yl) carbamoyl)-7-(3-methoxyphenyl)-5-methyl-4,7-dihydropyrazolo[1,5-a]pyrimidine-2-carboxylate